OCCOC1=C(C(=NC(=N1)C1=CC(=NC=C1)C1=NN=NN1)[NH-])OC1=C(C=CC=C1)OC N-{6-(2-hydroxy-ethoxy)-5-(2-methoxy-phenoxy)-2-[2-(1H-tetrazol-5-yl)-pyridin-4-yl]-pyrimidin-4-yl}-amide